NC1=C(C=C(C=N1)C1=CC=C(C=C1)NS(=O)(=O)CCN(C)C)OC(C)C1=C(C(=CC=C1F)F)Cl 2-dimethylamino-ethanesulfonic acid (4-{6-amino-5-[1-(2-chloro-3,6-difluoro-phenyl)-ethoxy]-pyridin-3-yl}-phenyl)-amide